C(C1=CC=CC=C1)N1CC(OCC1)C=1C=NN(C1)CC1=CC=CC=C1 4-benzyl-2-(1-benzyl-1H-pyrazol-4-yl)morpholine